tris(1,1,3,3-tetramethylbutyl)-1,3,5-benzene-tricarboxamide CC(CC(C)(C)C)(C)C1=C(C(=C(C(=C1C(=O)N)C(CC(C)(C)C)(C)C)C(=O)N)C(CC(C)(C)C)(C)C)C(=O)N